[N+](=O)([O-])C=1C=C(C=CC1)S(=O)(=O)CC(=O)N ((3-NITROPHENYL)SULFONYL)ACETAMIDE